N-[(1S)-1-[[5-(1-tert-butylpyrazol-4-yl)-2-chloro-phenyl]methyl]-2-[4-(3,5-dimethyl-1H-pyrazol-4-yl)anilino]-2-oxo-ethyl]-2-methyl-pyrazole-3-carboxamide C(C)(C)(C)N1N=CC(=C1)C=1C=CC(=C(C1)C[C@@H](C(=O)NC1=CC=C(C=C1)C=1C(=NNC1C)C)NC(=O)C=1N(N=CC1)C)Cl